NC1=CN=CN(N1)C1=CC(=C(C(=C1)Cl)OC=1C=C2C(=CC(=NC2=CC1)C1=CC=C(C=C1)C#N)C)Cl 6-amino-2-(3,5-dichloro-4-((2-(4-cyanophenyl)-4-methylquinolin-6-yl)oxy)phenyl)-1,2,4-triazine